FC1=CC(=C(C=C1)C=1C2=C(C(=NN1)N[C@H]1CN(CCC1)CC(=O)O)CCC2)O [(3R)-3-{[4-(4-fluoro-2-hydroxyphenyl)-5H,6H,7H-cyclopenta[d]pyridazin-1-yl]amino}piperidin-1-yl]acetic acid